(6-((5-fluoro-4-(4-fluoro-1-isopropyl-2-methyl-1H-benzo[d]imidazol-6-yl)pyrimidin-2-yl)amino)-2-methylnicotinoyl)piperidin-4-one FC=1C(=NC(=NC1)NC1=NC(=C(C(=O)N2CCC(CC2)=O)C=C1)C)C=1C=C(C2=C(N(C(=N2)C)C(C)C)C1)F